3-(5-(4-(hydroxymethyl)piperidin-1-yl)-1-oxoisoindolin-2-yl)piperidine-2,6-dione OCC1CCN(CC1)C=1C=C2CN(C(C2=CC1)=O)C1C(NC(CC1)=O)=O